2-(1H-benzo[d][1,2,3]triazol-1-yl)-1-((3R,5R,8R,9S,10S,13S,14S,17S)-3-hydroxy-3,10,13-trimethylhexadecahydro-1H-cyclopenta[a]phenanthren-17-yl)ethanone N1(N=NC2=C1C=CC=C2)CC(=O)[C@H]2CC[C@H]1[C@@H]3CC[C@@H]4C[C@](CC[C@@]4([C@H]3CC[C@]21C)C)(C)O